N-methyl-2-chlorobenzenesulfonamide CNS(=O)(=O)C1=C(C=CC=C1)Cl